Cl.CC1=C(CCNC1)C1=NC(=CN=C1)N1CC(CCC1)COC1=C(C=CC=C1)C(F)(F)F (5-methyl-1,2,3,6-tetrahydropyridin-4-yl)-6-(3-((2-(trifluoromethyl)phenoxy)methyl)Piperidin-1-yl)pyrazine hydrochloride